5-(4-isopropyl-3-(5-(1-methylpiperidin-4-yl)thiazol-2-yl)-1H-pyrazol-5-yl)-1,3,4-trimethylpyridin-2(1H)-one C(C)(C)C=1C(=NNC1C=1C(=C(C(N(C1)C)=O)C)C)C=1SC(=CN1)C1CCN(CC1)C